C([C@@H]([C@@H]1C(=C(C(=O)O1)O)[O-])O)O.[Na+] The molecule is an organic sodium salt resulting from the replacement of the proton from the 3-hydroxy group of ascorbic acid by a sodium ion. It has a role as a water-soluble vitamin, a vitamin C, a food antioxidant, a flour treatment agent, a coenzyme, a plant metabolite, a human metabolite, a Daphnia magna metabolite and a reducing agent. It contains a L-ascorbate.